Cl.NCC1=CC=C(C=C1)N1C(=NC=2C1=NC=CC2)C=2C(=NC=CC2)N 3-[3-[4-(aminomethyl)phenyl]imidazo[4,5-b]pyridin-2-yl]pyridin-2-amine hydrochloride